N1C=NC2=C1CCC(C2)C(=O)O 4,5,6,7-tetrahydro-1H-benzimidazole-5-carboxylic acid